S(OC1=NC=2N(N=C3C2[C@H]2C4=C(C(N[C@@H]3C2)=O)C=CC=C4OC(F)F)C=C1F)(=O)(=O)F (7R,14S)-1-(difluoromethoxy)-11-fluoro-5-oxo-5,6,7,14-tetrahydro-7,14-methanobenzo[c]pyrimido[1',2':1,5]pyrazolo[4,3-f]azocin-12-yl sulfurofluoridate